C(#N)C=1C=C(C=CC1NS(=O)(=O)CC)C1=C2C(=NC=C1)NC=C2 4-(3-cyano-4-(ethylsulfonamido)phenyl)-1H-pyrrolo[2,3-b]pyridin